6-cyano-5-methylpyridin C(#N)C1=C(C=CC=N1)C